C(C1=CC=CC=C1)OCC1=NN(C(N1CC)=O)C1=CC(=C(C(=O)NC=2C(=NC=CC2C)Cl)C=C1F)NC(C)C 4-(3-((Benzyloxy)methyl)-4-ethyl-5-oxo-4,5-dihydro-1H-1,2,4-triazol-1-yl)-N-(2-chloro-4-methylpyridin-3-yl)-5-fluoro-2-(isopropylamino)benzamide